1-(tert-Butoxycarbonyl)-4-(thiophen-2-ylmethyl)piperidine-4-carboxylic acid C(C)(C)(C)OC(=O)N1CCC(CC1)(C(=O)O)CC=1SC=CC1